[Au].N#CO cyanic acid gold